2-chloro-N-(5-chloro-6-(tetrahydrofuran-2-yl)pyridin-3-yl)-8,8-dimethyl-7,8-dihydro-6H-cyclopenta[e]pyrazolo[1,5-a]pyrimidine-6-carboxamide ClC1=NN2C(N=CC3=C2C(CC3C(=O)NC=3C=NC(=C(C3)Cl)C3OCCC3)(C)C)=C1